5-azaspiro[2.5]octane-8-carboxylic acid C1CC12CNCCC2C(=O)O